CN1C2=CC=CC=C2N(C=2C=CC=CC12)C1=C(C(=C(C(=C1C=1SC2=C(N1)C=CC=C2)N2C=1C=CC=CC1N(C1=CC=CC=C21)C)C2=CC=CC=C2)C2=CC=CC=C2)C2=CC=CC=C2 2-(3',5'-bis(10-methylphenazin-5(10H)-yl)-6'-phenyl-[1,1':2',1''-terphenyl]-4'-yl)benzo[d]thiazole